Cl.O1CCN(CC1)CCCCN1N=CC=C(C1=O)C1=CC=CC=C1 2-(4-morpholinobutyl)-4-phenylpyridazin-3(2H)-one hydrochloride salt